N-((1R,5S,8S)-3-(5-(4-(((R)-1-cyanoethyl)amino)-6-(3-cyanopyrrolo[1,2-b]pyridazin-7-yl)pyridin-3-yl)-1,3,4-thiadiazol-2-yl)-8-methyl-3-azabicyclo[3.2.1]octan-8-yl)acetamide C(#N)[C@@H](C)NC1=C(C=NC(=C1)C1=CC=C2N1N=CC(=C2)C#N)C2=NN=C(S2)N2C[C@H]1CC[C@@H](C2)C1(C)NC(C)=O